N,N-dibenzyl-2-(1H-indol-3-yl)acetamide C(C1=CC=CC=C1)N(C(CC1=CNC2=CC=CC=C12)=O)CC1=CC=CC=C1